C(C)OC(=O)C=1SC(=NN1)C1=CC=CC=C1.CC1=C2C(=CNC2=CC=C1O)CCN(C)C 4-methyl-5-hydroxy-3-(N,N-dimethylaminoethyl)indole ethyl-5-phenyl-1,3,4-thiadiazole-2-carboxylate